C1(CCCC1)CC(=O)NC1=C(C=C(C=C1C)N1C(CSCC1)C=1C=NC=CC1)C 2-Cyclopentyl-N-[2,6-dimethyl-4-(3-pyridin-3-yl-thiomorpholin-4-yl)-phenyl]-acetamide